CC1(CN(CC[C@H]1CN1C(C=C(C=C1)C1=CC=CC=C1)=O)C(=O)N1[C@@H](C[C@@H](CC1)NC)C1=CC=CC=C1)C 1-(((R)-3,3-dimethyl-1-((2s,4R)-4-(methylamino)-2-phenylpiperidin-1-carbonyl)piperidin-4-yl)methyl)-4-phenylpyridin-2(1H)-one